COC1=CC=C(CN2N=CC(=C2)C2=CC=C3CCCNC3=C2)C=C1 7-(1-(4-methoxybenzyl)-1H-pyrazol-4-yl)-1,2,3,4-tetrahydroquinoline